C(C)(=O)C1=C(C=C(C=C1)Cl)C=1C(=NN(C(C1)=O)C(C(=O)O)CC1=CC=C(C=C1)F)OC 2-(4-(2-acetyl-5-chlorophenyl)-3-methoxy-6-oxopyridazin-1(6H)-yl)-3-(4-fluorophenyl)propanic acid